3,3-dimethyl-N-(1-phenyl-1H-benzo[d]imidazol-2-yl)butanamide CC(CC(=O)NC1=NC2=C(N1C1=CC=CC=C1)C=CC=C2)(C)C